β-(2,3-epoxycyclohexyl)ethyltrimethoxysilane C1(C2C(CCC1)O2)CC[Si](OC)(OC)OC